methyl (S)-5-(1-(2-hydroxy-3-methoxypropyl)-3-methyl-1H-pyrazol-4-yl)pyrazolo[1,5-a]pyridine-3-carboxylate O[C@@H](CN1N=C(C(=C1)C1=CC=2N(C=C1)N=CC2C(=O)OC)C)COC